FC1(CCC(CC1)NS(=O)(=O)C1=CC2=C(N=C(S2)N2C3CN(CC2CC3)C(=O)OC(C)(C)C)C=C1)F tert-butyl 8-(6-(N-(4,4-difluorocyclohexyl) sulfamoyl) benzo[d]thiazol-2-yl)-3,8-diazabicyclo[3.2.1]octane-3-carboxylate